ClC1=CC=C(C=C1)C1=NC(C=2N(C3=C1C(=C(S3)C)C)C(=NN2)C)CC(=O)NC=2C=CC=C(C(=O)[O-])C2 5-(2-(4-(4-chlorophenyl)-2,3,9-trimethyl-6H-thieno[3,2-f][1,2,4]triazolo[4,3-a][1,4]diazepin-6-yl)acetamido)benzoate